diaminobenzilanilide NC1=CC=C(C(C(=O)NC2=CC=CC=C2)(O)C2=CC=C(C=C2)N)C=C1